tert-Butyl 5-(3-(2H-1,2,3-triazol-2-yl)picolinoyl)hexahydropyrrolo[3,4-c]pyrrole-2(1H)-carboxylate N=1N(N=CC1)C=1C(=NC=CC1)C(=O)N1CC2C(C1)CN(C2)C(=O)OC(C)(C)C